6-(6-(((1S,3S)-3-((7-(trifluoromethyl)-[1,2,4]triazolo[1,5-a]pyridin-2-yl)amino)cyclopentyl)amino)pyridin-3-yl)-5,6-dihydro-7H-pyrrolo[3,4-b]pyridin-7-one FC(C1=CC=2N(C=C1)N=C(N2)N[C@@H]2C[C@H](CC2)NC2=CC=C(C=N2)N2C(C1=NC=CC=C1C2)=O)(F)F